2-(4-(5-(3,5-dichlorophenyl)-5-(trifluoromethyl)-4,5-dihydroisoxazol-3-yl)-2-methylbenzamido)-N-(2,2-difluoroethyl)-4,5,6,7-tetrahydrobenzo[b]thiophene-3-carboxamide ClC=1C=C(C=C(C1)Cl)C1(CC(=NO1)C1=CC(=C(C(=O)NC2=C(C3=C(S2)CCCC3)C(=O)NCC(F)F)C=C1)C)C(F)(F)F